C(C)N1C(=NC=2C1=NC(=CC2)C=2C=CN1N=C(N=CC12)N[C@@H]1C[C@@H](C1)N1CCN(CC1)C)C 5-(3-ethyl-2-methyl-3H-imidazo[4,5-b]pyridin-5-yl)-N-(cis-3-(4-methylpiperazin-1-yl)cyclobutyl)pyrrolo[2,1-f][1,2,4]triazin-2-amine